N-((4-cyano-5-fluorothiophen-2-yl)methylene)-2-methylpropane-2-sulfinamide C(#N)C=1C=C(SC1F)C=NS(=O)C(C)(C)C